2-((1-(6-Methyl-2-(2-methyl-2H-pyrazolo[3,4-b]pyridin-5-yl)-4-oxo-4H-chromen-8-yl)ethyl)amino)benzene CC=1C=C2C(C=C(OC2=C(C1)C(C)NC1=CC=CC=C1)C1=CC=2C(N=C1)=NN(C2)C)=O